1-[(4-Fluorophenyl)methyl]-N-[rac-(6S)-2-cyclopropyl-4-methyl-5-oxo-7,8-dihydro-6H-pyrazolo[1,5-a][1,3]diazepin-6-yl]-1,2,4-triazol-3-carboxamid FC1=CC=C(C=C1)CN1N=C(N=C1)C(=O)N[C@@H]1C(N(C=2N(CC1)N=C(C2)C2CC2)C)=O |r|